CN(C(C1=CC=C(C=C1)NC1=NC=C(C(=N1)NCC1=C(C=CC=C1)N(S(=O)(=O)C)C)C(F)(F)F)=O)C N,N-dimethyl-4-{[4-({2-[methyl(methylsulfonyl)amino]benzyl}amino)-5-(trifluoromethyl)pyrimidin-2-yl]amino}benzamide